C(C)S(=O)(=O)C=1C=C(C=NC1C=1C=C2N(C=C(C=C2N1)C(F)(F)F)CC)C#N 5-(ethylsulfonyl)-6-[4-ethyl-6-(trifluoromethyl)pyrrolo[3,2-b]pyridin-2-yl]pyridine-3-carbonitrile